di-(tert-butyl)(3,5-dimethylphenyl)phosphonium tetramesitylborate C1(=C(C(=CC(=C1)C)C)[B-](C1=C(C=C(C=C1C)C)C)(C1=C(C=C(C=C1C)C)C)C1=C(C=C(C=C1C)C)C)C.C(C)(C)(C)[PH+](C1=CC(=CC(=C1)C)C)C(C)(C)C